C(C1=CC=CC=C1)(=O)NC1=NC(N(C=C1)[C@@H]1O[C@](CN(C1)C(=O)OCC1C2=CC=CC=C2C=2C=CC=CC12)(CO[Si](C(C)C)(C(C)C)C(C)C)CO)=O 9H-fluoren-9-ylmethyl (2S,6R)-6-(4-benzamido-2-oxo-pyrimidin-1-yl)-2-(hydroxymethyl)-2-(triisopropylsilyloxymethyl)morpholine-4-carboxylate